N1C(N=CC2=CC=CN=C12)=O 8-azaquinazolinone